Rel-5-{3-[(3R,4R)-4-[6-amino-8-oxo-7-(4-phenoxyphenyl)purin-9-yl]-3-fluoro-[1,4'-bipiperidin]-1'-yl]azetidin-1-yl}-2-(2,6-dioxopiperidin-3-yl)isoindole-1,3-dione NC1=C2N(C(N(C2=NC=N1)[C@H]1[C@@H](CN(CC1)C1CCN(CC1)C1CN(C1)C=1C=C2C(N(C(C2=CC1)=O)[C@H]1C(NC(CC1)=O)=O)=O)F)=O)C1=CC=C(C=C1)OC1=CC=CC=C1 |o1:36|